OC[C@H](C1=CC=CC=C1)NC1=NC(=NC=C1C1=NC=NN1)NC=1C=C2CCC(NC2=CC1)=O 6-[[4-[[(1S)-2-hydroxy-1-phenyl-ethyl]amino]-5-(1H-1,2,4-triazol-5-yl)pyrimidin-2-yl]amino]-3,4-dihydro-1H-quinolin-2-one